2-(3-amino-5-(trifluoromethyl)-1,2,4-triazin-6-yl)-5-(trifluoromethyl)phenol NC=1N=NC(=C(N1)C(F)(F)F)C1=C(C=C(C=C1)C(F)(F)F)O